N-(4-(5-trifluoromethyl-2-(5-methoxypyridin-3-ylamino)pyrimidin-4-ylamino)phenyl)acrylamide FC(C=1C(=NC(=NC1)NC=1C=NC=C(C1)OC)NC1=CC=C(C=C1)NC(C=C)=O)(F)F